NC1=C(C(=CC=C1N)C1=CC(=C(N)C=C1)N)CN 3,3'-diaminobenzidinemethylamine